CC(C)(C)NC1=NC=C(C(=N1)N[C@H]1C[C@H]([C@@H](CC1)C)O)C(=O)N 2-[(1,1-dimethylethyl)amino]-4-[[(1r,3r,4r)-3-hydroxy-4-methylcyclohexyl]amino]-5-pyrimidinecarboxamide